tert-butyl (Z)-(2-(4-(2,2,2-trifluoro-1-(hydroxyimino)ethyl)phenoxy)ethyl)carbamate FC(\C(=N/O)\C1=CC=C(OCCNC(OC(C)(C)C)=O)C=C1)(F)F